FC(OC1=CC=C(C=C1)S(=O)(=O)N1CC(C1)C1CCNCC1)(F)F 4-(1-((4-(trifluoromethyl-Oxy)phenyl)sulfonyl)azetidin-3-yl)piperidine